(5S)-8-chloro-7-(2,6-difluorophenyl)-5-methyl-9-(trifluoromethyl)-2-vinyl-5H-pyrimido[1,2-a][1,4]benzodiazepin-3-one ClC1=C(C=CC2=C1C(=N[C@H](C=1N2C=C(C(N1)=O)C=C)C)C1=C(C=CC=C1F)F)C(F)(F)F